C(CC)C=1C=C(C2=CC=C(C=C2C1)CCC)S(=O)(=O)O 3,6-dipropylnaphthalene-1-sulfonic acid